5-bromo-N,N-dimethylbenzothiazol-2-amine BrC=1C=CC2=C(N=C(S2)N(C)C)C1